FC(C1(CC1)NC(=O)C1=NC=CC(=C1)NC(CC1=CC=C2C=NNC2=C1)=O)F N-[1-(difluoromethyl)cyclopropyl]-4-[[2-(1H-indazol-6-yl)acetyl]amino]pyridine-2-carboxamide